BrC1=CC(=NC=C1)CCN(C)C 2-(4-bromopyridin-2-yl)-N,N-dimethylethan-1-amine